N-([1,1'-biphenyl]-3-yl)-2-(4-(3-fluoro-5-methoxy-4-((4-trityl-4H-1,2,4-triazol-3-yl)methoxy)phenyl)-3-methyl-2-oxo-6-(trifluoromethyl)-2,3-dihydro-1H-benzo[d]imidazol-1-yl)acetamide C1(=CC(=CC=C1)NC(CN1C(N(C2=C1C=C(C=C2C2=CC(=C(C(=C2)OC)OCC2=NN=CN2C(C2=CC=CC=C2)(C2=CC=CC=C2)C2=CC=CC=C2)F)C(F)(F)F)C)=O)=O)C2=CC=CC=C2